Methyl (S)-2-((6-((4-cyano-2-fluorobenzyl)thio)-5-fluoro-3',6'-dihydro-[2,4'-bipyridin]-1'(2'H)-yl)methyl)-1-(oxetan-2-ylmethyl)-1H-benzo[d]imidazole-6-carboxylate C(#N)C1=CC(=C(CSC2=C(C=CC(=N2)C=2CCN(CC2)CC2=NC3=C(N2C[C@H]2OCC2)C=C(C=C3)C(=O)OC)F)C=C1)F